dichlororuthenium (II) Cl[Ru]Cl